C(C)(C)(C)N1C(=NN=C1)SC1=C(C(=O)NC2=NC=C(C=C2F)C2CCCC2)C=C(C=C1)[N+](=O)[O-] 2-[(4-tert-butyl-4H-1,2,4-triazol-3-yl)sulfanyl]-N-(5-cyclopentyl-3-fluoropyridin-2-yl)-5-nitrobenzamide